N[C@@H]1C2=CC=CC=C2CC12CCN(CC2)C=2N=CC(=NC2CO)C#CCN2N=CC1=CC(=CC=C21)NC(C)=O (S)-N-(1-(3-(5-(1-amino-1,3-dihydrospiro[indene-2,4'-piperidine]-1'-yl)-6-(hydroxymethyl)pyrazin-2-yl)prop-2-yn-1-yl)-1H-indazol-5-yl)acetamide